FC1=C2C(=NC=NC2=C(C(=C1F)F)F)O 5,6,7,8-tetrafluoroquinazolin-4-ol